3-(2-n-propoxycarbonylamino-4-di-n-propylaminophenyl)-3-(1-ethyl-2-methylindol-3-yl)-4-azaphthalide C(CC)OC(=O)NC1=C(C=CC(=C1)N(CCC)CCC)C1(OC(=O)C2=CC=CN=C12)C1=C(N(C2=CC=CC=C12)CC)C